ClC=1N=NC(=CC1)CN1CC(C1)F 3-chloro-6-[(3-fluoroazetidin-1-yl)methyl]pyridazine